1-(1-cyano-1-methyl-ethyl)pyrazole-3-carboxylic acid C(#N)C(C)(C)N1N=C(C=C1)C(=O)O